FCC1(CC=CCC1)C(=O)[O-] 1-(fluoromethyl)cyclohex-3-enecarboxylate